1-((endo)-3-(methylsulfonyl)-3-azabicyclo[3.2.1]octan-8-yl) 4-((R)-octan-2-yl) 2-methylenesuccinate C=C(C(=O)OC1C2CN(CC1CC2)S(=O)(=O)C)CC(=O)O[C@H](C)CCCCCC